1-bromo-4-(5-bromophenoxy)benzene BrC1=CC=C(C=C1)OC1=CC=CC(=C1)Br